6-oxo-benzylguanine O=C1C=CC=CC1CNC=1NC(C=2NC=NC2N1)=O